tert-butyl 4-(4-((2,6-dioxopiperidin-3-yl)amino)-2,6-difluorophenyl)piperazine-1-carboxylate O=C1NC(CCC1NC1=CC(=C(C(=C1)F)N1CCN(CC1)C(=O)OC(C)(C)C)F)=O